COC=1C=C(C[C@@H]2[C@@H]([C@H](OC2)C2=CC(=C(C(=C2)OC)OC)OC)COC(=O)C2CC2)C=CC1OC ((2S,3R,4R)-4-(3,4-Dimethoxybenzyl)-2-(3,4,5-trimethoxyphenyl)tetrahydrofuran-3-yl)methylcyclopropanecarboxylate